C(C)(C)(C)O[Sr] t-butoxystrontium